[Si](C)(C)(C(C)(C)C)O[C@@H]1[C@H](O[C@H]([C@@H]1OC)N1C(NC(C=C1)=O)=O)CON=CCCCCCCCCCCCCCCC Palmitaldehyde-O-(((2R,3R,4R,5R)-3-((tert-butyldimethylsilyl)oxy)-5-(2,4-dioxo-3,4-dihydropyrimidin-1(2H)-yl)-4-methoxytetrahydrofuran-2-yl)methyl) oxime